CS(=O)(=O)C1=CC=C(C=C1)[C@H](C)OC1=CC=C(C=C1)C=1N=CN(C1)C(=O)NCCCOC1=CC=CC=C1 (S)-4-(4-(1-(4-(methylsulfonyl)phenyl)ethoxy)phenyl)-N-(3-phenoxypropyl)-1H-imidazole-1-carboxamide